NC1CCC(CC1)CN1C2(CC(C2)OCC2=CC=CC=C2)C(N(C1=O)COCC[Si](C)(C)C)=O (2S,4s)-5-(((1s,4S)-4-Aminocyclohexyl)methyl)-2-(benzyloxy)-7-((2-(trimethylsilyl)ethoxy)methyl)-5,7-diazaspiro[3.4]octane-6,8-dione